4-((6-Iodohexyl)thio)-7-phenylquinoline ICCCCCCSC1=CC=NC2=CC(=CC=C12)C1=CC=CC=C1